C(CC)C(=CCCC=CCCCCO)CCC 10-propyl-5,9-tridecadiene-1-ol